(R)-2-(2-aminothiazol-4-yl)-4'-{2-[(2-hydroxy-2-phenylethyl)amino]ethyl}acetanilide NC=1SC=C(N1)CC(=O)NC1=CC=C(C=C1)CCNC[C@@H](C1=CC=CC=C1)O